1,2-di-phytyl-sn-glycero-3-phosphate C(\C=C(/C)\CCC[C@H](C)CCC[C@H](C)CCCC(C)C)OC[C@@H](OC\C=C(/C)\CCC[C@H](C)CCC[C@H](C)CCCC(C)C)COP(=O)(O)O